NCCN=[S@@](=O)(C)C=1C=C(C=CC1)NC(C1=C(N=C(C(=C1C)C#N)C(F)(F)F)N1CCC(CCC1)(F)F)=O (R)-N-(3-(N-(2-aminoethyl)-S-methylsulfonimidoyl)phenyl)-5-cyano-2-(4,4-difluoroazepan-1-yl)-4-methyl-6-(trifluoromethyl)nicotinamide